C1CCN2C3=C(C=C(C=C13)C=O)CCC2 1,2,3,5,6,7-hexahydropyrido[3,2,1-ij]quinoline-9-carbaldehyde